trihydrazinos-triazine N(N)C1=NC(=NC(=N1)NN)NN